CC1=C(C(CCC1)(C)C)/C=C/C(=C/C=C/C(=C/C=C/C=C(\\C)/C=C/C=C(\\C)/C=C/C(=O)C(C)(C)CCCC(=O)C)/C)/C The molecule is a carotenone compound arising from oxidative cleavage of the 5',6'-double bond. It has a role as a plant metabolite. It is a carotenone, an enone, a diketone and a methyl ketone.